gamma-(glycidoxy)propyl-dimethoxysilane C(C1CO1)OCCC[SiH](OC)OC